((4-((tert-butoxycarbonyl)(methyl)amino)butyl)azanediyl)bis(hexane-6,1-diyl)bis(2-hexyldecanoate) C(C)(C)(C)OC(=O)N(CCCCN(CCCCCCC(C(=O)[O-])(CCCCCCCC)CCCCCC)CCCCCCC(C(=O)[O-])(CCCCCCCC)CCCCCC)C